C(C)(C)(C)OC(CCCCCCCCCCCCCCC(=O)N[C@H](C(=O)OC(C)(C)C)CCC(=O)OC)=O (S)-1-tert-butyl 5-methyl 2-(16-(tert-butoxy)-16-oxohexadecanamido)pentanedioate